5-(4-(4-Chlorophenyl)-4-oxobutylamino)-3-methylbenzofuran-2-carboxylic acid ClC1=CC=C(C=C1)C(CCCNC=1C=CC2=C(C(=C(O2)C(=O)O)C)C1)=O